C(C1=CC=CC=C1)(C1=CC=CC=C1)NC1=C(C=CC=C1)CC(C(=O)OC)C methyl 3-(2-((benzhydryl) amino) phenyl)-2-methylpropionate